C1(=CCCCC1)C=1C=C2C(=NC1)NC=C2NC(NC2=CC=C(C=C2)C(F)(F)F)=O 3-[5-(cyclohex-1-en-1-yl)-1H-pyrrolo[2,3-b]pyridin-3-yl]-1-[4-(trifluoromethyl)phenyl]urea